ethyl-3-ferrocenyl propanoate C(CC)(=O)OC1=C[C-](C=C1)CC.[CH-]1C=CC=C1.[Fe+2]